C(C)(C)(C)OC(N[C@H](C(=O)NN)CCN(C(CO)=O)[C@H](C(C)(C)C)C=1N(C=C(N1)C1=C(C=CC(=C1)F)F)CC1=CC=CC=C1)=O tert-butyl{(2S)-4-[{(1R)-1-[1-benzyl-4-(2,5-difluorophenyl)-1H-imidazol-2-yl]-2,2-dimethylpropyl}(glycoloyl)amino]-1-hydrazino-1-oxobutan-2-yl}carbamate